pentaerythritol tetrakis[β-(3,5-di-t-butyl-4-hydroxyphenyl) propionate] C(C)(C)(C)C=1C=C(C=C(C1O)C(C)(C)C)CCC(=O)OCC(COC(CCC1=CC(=C(C(=C1)C(C)(C)C)O)C(C)(C)C)=O)(COC(CCC1=CC(=C(C(=C1)C(C)(C)C)O)C(C)(C)C)=O)COC(CCC1=CC(=C(C(=C1)C(C)(C)C)O)C(C)(C)C)=O